[C@H]12N(C[C@H](CC1)C2)C2=C(N)C=CC=C2 2-((1S,4R)-2-azabicyclo[2.2.1]heptan-2-yl)aniline